2'-chloro-N-((R)-hex-5-en-2-ylsulfonyl)-4,5,7',8'-tetrahydro-2H,6'H-spiro[benzo[b][1,4]oxazepine-3,5'-quinoline]-7-carboxamide ClC1=NC=2CCCC3(C2C=C1)CNC1=C(OC3)C=CC(=C1)C(=O)NS(=O)(=O)[C@H](C)CCC=C